CC1=C(C=C(C(=O)N)C=C1)C#CC=1C=NC=C(C1)C 4-methyl-3-[(5-methylpyridin-3-yl)ethynyl]Benzamide